COC1=CC=C(CNC(=O)NC2=CC=C(C=C2)CN([C@@H]2C(N(CC2)C)=O)C)C=C1 (S)-1-(4-methoxybenzyl)-3-(4-((methyl(1-methyl-2-oxopyrrolidin-3-yl)amino)methyl)phenyl)urea